CCCCC[C@@H](/C=C/C=C\\CCCCCCCCCC(=O)[O-])OO The molecule is a hydroperoxy polyunsaturated fatty acid anion resulting from the deprotonation of the carboxy group of (15S)-hydroperoxy-(11Z,13E)-icosadienoic acid. Major species at pH 7.3. It is a conjugate base of a (15S)-hydroperoxy-(11Z,13E)-icosadienoic acid.